ClC1=C(C(=O)N(C2=NON=C2C)C)C=CC(=C1S(=O)CCC)S(=O)(=O)C 2-chloro-N-methyl-N-(4-methyl-1,2,5-oxadiazol-3-yl)-4-(methylsulfonyl)-3-(propylsulfinyl)benzamide